ClC1=CC=C(C=C1)C(C(=O)N(C)C)=C 2-(4-chlorophenyl)-N,N-dimethylacrylamide